nitrogen epsilon-trifluoroacetyl-L-Lysine FC(C(=O)C(CCC[C@H](N)C(=O)O)N)(F)F.[N]